BrC=1C=CC(=C(C1)C(C(=O)OC(C)(C)C)OS(=O)(=O)C)Cl tert-butyl 2-(5-bromo-2-chlorophenyl)-2-(methanesulfonyloxy)acetate